4-benzyl-7-(hydroxymethyl)-1,4-oxazepan-3-one C(C1=CC=CC=C1)N1C(COC(CC1)CO)=O